C(C1=CC=CC=C1)OC[C@@H](C(=O)OC(C)(C)C)OS(=O)(=O)C(F)(F)F (S)-tert-butyl 3-(benzyloxy)-2-(((trifluoromethyl)sulfonyl)oxy)propanoate